CC(CC(=O)OC[C@H]1O[C@H]([C@]([C@@H]1O)(C)F)N1C2=NC(=NC(=C2N=C1)NC)N)C ((2R,3R,4R,5R)-5-(2-amino-6-(methylamino)-9H-purin-9-yl)-4-fluoro-3-hydroxy-4-methyltetrahydrofuran-2-yl)methyl 3-methylbutanoate